C12CNCC(N1C1=CC(=C(C=C1)NC1=NC=C(C(=N1)C1=CC3=C(C(N(CCS3(=O)=O)C)=O)S1)C(F)(F)F)CC)C2 7-(2-((4-(3,6-diazabicyclo[3.1.1]heptan-6-yl)-2-ethylphenyl)amino)-5-(trifluoromethyl)pyrimidin-4-yl)-4-methyl-3,4-dihydrothieno[2,3-f][1,4]thiazepin-5(2H)-one 1,1-dioxide